C[NH+]1CCC(CC1)C(=O)N 1-methyl-piperidin-1-ium-4-carboxamide